N-(3-chloro-4-formylphenyl)-1-(4-fluorophenyl)-3-methyl-1H-pyrazole-4-carboxamide ClC=1C=C(C=CC1C=O)NC(=O)C=1C(=NN(C1)C1=CC=C(C=C1)F)C